bis(4-t-butyl cyclohexyl)peroxydicarbonate C(C)(C)(C)C1CCC(CC1)OC(=O)OOC(=O)OC1CCC(CC1)C(C)(C)C